4-bromo-5-[(4-oxocyclohexyl)amino]furo[2,3-c]pyridine-2-carbonitrile BrC1=C2C(=CN=C1NC1CCC(CC1)=O)OC(=C2)C#N